2-[(1-methyl-1,2,3,4-tetrazol-5-yl)sulfanyl]-5-nitro-N-[4-(oxetan-3-yl)phenyl]benzamide CN1N=NN=C1SC1=C(C(=O)NC2=CC=C(C=C2)C2COC2)C=C(C=C1)[N+](=O)[O-]